FC1=C(CN2C(N(N=C2)C2=CC=C(C=C2)OC2=C(N=C(S2)C)C)=O)C(=CC=C1)F 4-(2,6-difluorobenzyl)-2-(4-((2,4-dimethylthiazol-5-yl)oxy)phenyl)-2,4-dihydro-3H-1,2,4-triazol-3-one